3-{[(2R,5R)-1-(2-{6-[(2,4-Difluorophenyl)methyl]-3,3-dimethyl-1H,2H,3H-pyrrolo[3,2-b]pyridin-1-yl}-2-oxoethyl)-5-methylpiperazin-2-yl]methyl}-1,3-oxazolidin-2-one dihydrochloride Cl.Cl.FC1=C(C=CC(=C1)F)CC=1C=C2C(=NC1)C(CN2C(CN2[C@H](CN[C@@H](C2)C)CN2C(OCC2)=O)=O)(C)C